FC1=CC(=C(C=C1C=1CCN(CC1)C1=NC=CC=N1)NC(=O)C1=CNC(C=C1C(F)(F)F)=O)N1C[C@H](N([C@H](C1)C)C)C |r| N-[4-fluoro-5-(1-pyrimidin-2-yl-3,6-dihydro-2H-pyridin-4-yl)-2-[rac-(3R,5S)-3,4,5-trimethylpiperazin-1-yl]phenyl]-6-oxo-4-(trifluoromethyl)-1H-pyridine-3-carboxamide